(R)-1-(1-(4-(7-cyanoquinolin-8-yl)phenyl)-2-hydroxyethyl)-3-(2-ethynylthiazol-4-yl)urea C(#N)C1=CC=C2C=CC=NC2=C1C1=CC=C(C=C1)[C@H](CO)NC(=O)NC=1N=C(SC1)C#C